P(=O)(OCCC(C(C(C(C(C(C(C(C(C(F)(F)F)(F)F)(F)F)(F)F)(F)F)(F)F)(F)F)(F)F)(F)F)(F)F)(OCCC(C(C(C(C(C(C(C(C(C(F)(F)F)(F)F)(F)F)(F)F)(F)F)(F)F)(F)F)(F)F)(F)F)(F)F)OCCC(C(C(C(C(C(C(C(C(C(F)(F)F)(F)F)(F)F)(F)F)(F)F)(F)F)(F)F)(F)F)(F)F)(F)F tris[2-(perfluorodecyl) ethyl] phosphate